2-hydroxypropoxy-phenol OC(COC1=C(C=CC=C1)O)C